COCCC=C(C(=O)O)C 2-methoxyethyl-(methacrylic acid)